FC1=CC=C(C=C1)C(CSC1=NN=C(N1)C1=CC=C(C=C1)C)=O 1-(4-fluorophenyl)-2-((5-(p-tolyl)-4H-1,2,4-triazol-3-yl)thio)ethan-1-one